4-((2-fluorophenyl)ethynyl)-N-((tetrahydro-2H-pyran-3-yl)methyl)benzamide FC1=C(C=CC=C1)C#CC1=CC=C(C(=O)NCC2COCCC2)C=C1